(1-methylheptyl) (2-ethylhexyl) phosphate P(=O)(OC(CCCCCC)C)(OCC(CCCC)CC)[O-]